ClC=1C(=NC=C(C1)Cl)C(=O)NC=1C(=NC=C(C1)C(NC1=CC=C(C=C1)OC(F)(F)Cl)=O)N1C[C@@H](CC1)O (R)-3,5-dichloro-N-(5-((4-(chlorodifluoromethoxy)phenyl)carbamoyl)-2-(3-hydroxypyrrolidin-1-yl)pyridin-3-yl)picolinamide